3-(2-(8-fluoro-2-methylimidazo[1,2-a]pyridin-6-yl)-4-oxo-4H-pyrido[1,2-a][1,3,5]triazin-7-yl)-3,9-diazabicyclo[3.3.1]nonane-9-carboxylic acid tert-butyl ester C(C)(C)(C)OC(=O)N1C2CN(CC1CCC2)C=2C=CC=1N(C(N=C(N1)C=1C=C(C=3N(C1)C=C(N3)C)F)=O)C2